[Si](C)(C)(C(C)(C)C)OCCN1N=C(C(=C1)C=1C2=C(N=CN1)C=C(C(=N2)NC(=O)C21CC(C2)C1)OC)C1=CC=CC=C1 N-(4-(1-(2-((tert-butyldimethylsilyl)oxy)ethyl)-3-phenyl-1H-pyrazol-4-yl)-7-methoxypyrido[3,2-d]pyrimidin-6-yl)bicyclo[1.1.1]pentane-1-carboxamide